2-(6-(4-chlorophenyl)-2-(ethylthio)pyrazolo[1,5-a]pyrimidin-3-yl)-3-methyl-6-(trifluoromethyl)-3H-imidazo[4,5-b]pyridine ClC1=CC=C(C=C1)C=1C=NC=2N(C1)N=C(C2C2=NC=1C(=NC=C(C1)C(F)(F)F)N2C)SCC